2-chloro-N-(4-(2,5-difluorophenyl)-2-(4-fluorocyclohexyl)pyridin-3-yl)pyrimidine-5-carboxamide ClC1=NC=C(C=N1)C(=O)NC=1C(=NC=CC1C1=C(C=CC(=C1)F)F)C1CCC(CC1)F